(S)-3-amino-5-methyl-7-((1-methyl-1H-pyrazol-3-yl)oxy)-2,3-dihydrobenzo[b][1,4]-oxazepin-4(5H)-one N[C@@H]1C(N(C2=C(OC1)C=CC(=C2)OC2=NN(C=C2)C)C)=O